C(C)C12COCN2COC1 5-Ethyl-1-aza-3,7-dioxabicyclo-[3.3.0]-octane